N4-(3-methylsulfonylphenyl)-N2-[(3S)-piperidin-3-yl]-5-(trifluoromethyl)pyrimidin-2,4-diamine CS(=O)(=O)C=1C=C(C=CC1)NC1=NC(=NC=C1C(F)(F)F)N[C@@H]1CNCCC1